C[C@@H](C=O)CC1=CC=C(C=C1)C(C)(C)C |r| (+-)-2-Methyl-3-[4-(2-methyl-2-n-propyl)phenyl]propanal